N2-acetyl-2'-O-propargylguanosine C(C)(=O)NC=1NC(C=2N=CN([C@H]3[C@H](OCC#C)[C@H](O)[C@@H](CO)O3)C2N1)=O